{4-[4-amino-7-(cis-4-hydroxycyclohexyl)pyrrolo[2,1-f][1,2,4]triazin-5-yl]phenyl}-2-oxo-1-phenyl-1,2-dihydropyridine-3-carboxamide NC1=NC=NN2C1=C(C=C2[C@@H]2CC[C@@H](CC2)O)C2=CC=C(C=C2)C2=C(C(N(C=C2)C2=CC=CC=C2)=O)C(=O)N